NC=1C=2N(C3=C(N1)C=NC(=C3)C(=O)N3[C@@H]1[C@H](CC4(CC4)C3)OC3=C1C=CC(=C3)OC(F)(F)F)C=NC2 (4-aminoimidazo[1,5-a]pyrido[3,4-e]pyrazin-8-yl)((4aS,9bS)-7-(trifluoromethoxy)-4a,9b-dihydro-2H-spiro[benzofuro[3,2-b]pyridine-3,1'-cyclopropan]-1(4H)-yl)methanone